5-chloro-N-ethyl-2-((4-(7-((1-hydroxy-4-oxocyclohexyl)methyl)-2,7-diazaspiro[3.5]nonan-2-yl)pyrimidin-5-yl)oxy)-N-isopropylbenzamide ClC=1C=CC(=C(C(=O)N(C(C)C)CC)C1)OC=1C(=NC=NC1)N1CC2(C1)CCN(CC2)CC2(CCC(CC2)=O)O